N[C@H]1CN(CCC1)C(=O)C1=CC=2N(C=C1)C(=C(N2)C=2N(C1=CC=CC=C1C2)CC=2SC=C(N2)C)C (R)-(3-aminopiperidin-1-yl)(3-methyl-2-(1-((4-methylthiazol-2-yl)methyl)-1H-indol-2-yl)imidazo[1,2-a]pyridin-7-yl)methanone